4-(((1R,4R)-4-aminocyclohexyl)methoxy)-N-(4-morpholinophenyl)-5-(trifluoromethyl)pyrimidin-2-amine NC1CCC(CC1)COC1=NC(=NC=C1C(F)(F)F)NC1=CC=C(C=C1)N1CCOCC1